CC(CN)C=C 2-methylbut-3-ene-1-amine